[Pd+2].[CH-]1C=CC=C1.[CH-]1C=CC=C1.[Fe+2] ferrocene palladium (II)